3-AMINO-5-CHLOROBENZOTHIOPHENE-2-CARBOXALDEHYDE NC1=C(SC2=C1C=C(C=C2)Cl)C=O